BrC1=C(C=C(OC2CCC(CC2)CCC=O)C=C1)C 3-((1r,4r)-4-(4-bromo-3-methylphenoxy)cyclohexyl)propanal